N1=NC=CC2=C1C=CC=N2 pyrido-pyridazine